C(=O)(OC(C)(C)C)N(C(=O)OCC1=CC=CC=C1)CC=1C(=NOC1C1=CC=C(C(=N1)C)O[C@@H]1C[C@H](CCC1)C(=O)OCC)C (1S,3S)-Ethyl 3-((6-(4-((Boc((benzyloxy)carbonyl)amino)methyl)-3-methyl-isoxazol-5-yl)-2-methylpyridin-3-yl)oxy)cyclohexanecarboxylate